(5-bromo-1H-pyrrolo[2,3-e][1,2]benzothiazol-2-yl)-trimethyl-silane BrC1=CC2=C(C=3C=NSC31)NC(=C2)[Si](C)(C)C